(S)-epoxypropane C[C@H]1CO1